C([C@@H]1[C@@]2([C@H]([C@@H](O1)N3[C@@H]2NC4=C3N=C(NC4=O)N)O)O)OP(=O)(O)OP(=O)(O)OP(=O)(O)O The molecule is a cyclic purine nucleotide obtained by formation of a bond between positions 3' and 8 of guanosine 5'-triphosphate. It is a conjugate acid of an (8S)-3',8-cyclo-7,8-dihydroguanosine 5'-triphosphate(4-).